tert-Butyl ((1-(6-amino-5-((3-amino-2-chlorophenyl)thio)pyrazin-2-yl)pyrrolidin-3-yl)-2,2,2-trifluoroethyl)carboxylate NC1=C(N=CC(=N1)N1CC(CC1)C(C(F)(F)F)C(=O)OC(C)(C)C)SC1=C(C(=CC=C1)N)Cl